COC1=CC(=CC=2C=CSC21)CO (7-methoxy-1-benzothien-5-yl)methanol